methyl (R)-2-(((benzyloxy)carbonyl) amino)-3-(7-isopropoxythieno[3,2-b]pyridine-2-carboxamido)propanoate C(C1=CC=CC=C1)OC(=O)N[C@@H](C(=O)OC)CNC(=O)C1=CC2=NC=CC(=C2S1)OC(C)C